ClC1=CC=C2C(=NC=3N(C2=C1)C=NN3)N(C3=CC(=CC=C3)C3=CC=C(C=C3)C3(OCC3)C(F)(F)F)C 8-chloro-N-methyl-N-[3-[4-[2-(trifluoromethyl)oxetan-2-yl]phenyl]phenyl]-[1,2,4]triazolo[4,3-a]quinazolin-5-amine